BrC=1C=C(C=CC1OC)CC(CNC(=O)N1CC(OCC1)C1=CC(=C(C=C1)F)F)CO N-[2-[(3-bromo-4-methoxy-phenyl)methyl]-3-hydroxy-propyl]-2-(3,4-difluorophenyl)morpholine-4-carboxamide